7-Amino-4-Methylcumarin NC1=CC=C2C(=CC(OC2=C1)=O)C